(dibenzofuranylphenyl)(biphenyl) C1(=CC=CC=2OC3=C(C21)C=CC=C3)C3=C(C=CC=C3)C3=C(C=CC=C3)C3=CC=CC=C3